6-(4-(7-((1-butylazetidin-3-yl)oxy)-2-methyl-2H-indazol-4-yl)-2,6-difluorobenzyl)-6,7-dihydro-5H-pyrrolo[3,4-b]pyridin-5-one-7,7-d2 C(CCC)N1CC(C1)OC1=CC=C(C2=CN(N=C12)C)C1=CC(=C(CN2C(C3=NC=CC=C3C2=O)([2H])[2H])C(=C1)F)F